N-(pyridazin-3-yl)-6-azaspiro[2.5]octane-1-carboxamide N1=NC(=CC=C1)NC(=O)C1CC12CCNCC2